3-AMINO-4-METHYLPENTANOIC ACID NC(CC(=O)O)C(C)C